N-(2-methoxyethyl)-1,2,3,4-tetrahydroisoquinolin-8-amine COCCNC=1C=CC=C2CCNCC12